2-(3-(8-Amino-6-(oxazol-5-yl)imidazo[1,2-a]pyrazin-3-yl)-4-methylphenyl)-3,3,3-trifluoropropane-1,2-diol trifluoroacetate salt FC(C(=O)O)(F)F.NC=1C=2N(C=C(N1)C1=CN=CO1)C(=CN2)C=2C=C(C=CC2C)C(CO)(C(F)(F)F)O